BrCCCCC(=O)NCCCCCC1=C2C(N(C(C2=CC=C1)=O)C1C(NC(CC1)=O)=O)=O 5-bromo-N-(2-(2,6-dioxopiperidin-3-yl)-1,3-dioxoisoindol-4-yl-pentyl)pentanamide